(1r,4r)-4-((4-bromo-2-(difluoromethoxy)phenyl)carbamoyl)-4-(2-isopropylphenyl)cyclohexane-1-carboxylic acid BrC1=CC(=C(C=C1)NC(=O)C1(CCC(CC1)C(=O)O)C1=C(C=CC=C1)C(C)C)OC(F)F